3-morpholino-6,12-dihydrobenzo[c]acridin-7(5H)-one O1CCN(CC1)C=1C=CC2=C(CCC=3C(C=4C=CC=CC4NC23)=O)C1